COCCCNC(=O)C1=CC=C(CC=2C=C3C(N(C=NC3=C(C2C)C)[C@H]2CCOC[C@@H]2O)=O)C=C1 1,5-anhydro-2,3-dideoxy-3-(6-(4-((3-methoxypropyl)carbamoyl)benzyl)-7,8-dimethyl-4-oxoquinazolin-3(4H)-yl)-L-threo-pentitol